methyl (S)-2-((2-(2,6-difluoro-4-(methylcarbamoyl)phenyl)-6-methylfurano[3,2-c]pyridin-3-yl)methyl)morpholine-4-carboxylate FC1=C(C(=CC(=C1)C(NC)=O)F)C1=C(C=2C=NC(=CC2O1)C)C[C@H]1CN(CCO1)C(=O)OC